N-(4-trifluoromethylphenyl)pivaloyl-amide FC(C1=CC=C(C=C1)[N-]C(C(C)(C)C)=O)(F)F